ClC1=CC=2C(C=3N(C2C=C1)C(C1=C(N3)N=CC=C1)=O)=NNC(N)=S 2-(9-Chloro-5-oxopyrido[2',3':4,5]pyrimido[1,2-a]indol-11(5H)-yliden)hydrazin-1-carbothioamid